(tert-Butoxycarbonylamino)pyridazine-4-carboxylic acid C(C)(C)(C)OC(=O)NC=1N=NC=CC1C(=O)O